5-chloro-2-((5-(4-methylpiperazin-1-yl)-2-(trifluoromethoxy)phenyl)amino)pyrimidin-4-ol ClC=1C(=NC(=NC1)NC1=C(C=CC(=C1)N1CCN(CC1)C)OC(F)(F)F)O